tert-butyl (R)-3-((3-chloro-4-methylpyridin-2-yl)amino)piperidine-1-carboxylate ClC=1C(=NC=CC1C)N[C@H]1CN(CCC1)C(=O)OC(C)(C)C